C1(CCCCC1)[C@H]1N(S(C2=C(N(C1)C1=CC=CC=C1)C=C(C(=C2)C2=CC(=C(S2)C(=O)O)C)F)(=O)=O)C (R)-5-(3-cyclohexyl-7-fluoro-2-methyl-1,1-dioxido-5-phenyl-2,3,4,5-tetrahydrobenzo[f][1,2,5]thiadiazepin-8-yl)-3-methylthiophene-2-carboxylic acid